1-(2-bromophenyl)adamantane BrC1=C(C=CC=C1)C12CC3CC(CC(C1)C3)C2